ethyl 5-(3-chloro-2,4-difluorobenzyl)-4H-1,2,4-triazole-3-carboxylate ClC=1C(=C(CC=2NC(=NN2)C(=O)OCC)C=CC1F)F